BrC1=CC2=C(NC1=O)N(N=C2)CC2CC2 5-bromo-1-(cyclopropylmethyl)-1,7-dihydro-6H-pyrazolo[3,4-b]pyridin-6-one